1-(Pyridin-2-yl)ethanol N1=C(C=CC=C1)C(C)O